CCCCCCCCCCCCCCCCCCCCCCC=CO tetracosenol